C1(CC1)C=1N=CC2=C(N1)C(=CC=N2)C2=C(C=1C(NCCC1N2)=O)I 2-{2-cyclopropylpyrido[3,2-d]pyrimidin-8-yl}-3-iodo-1H,5H,6H,7H-pyrrolo[3,2-c]pyridin-4-one